1-methyl-5-amino-isoquinoline CC1=NC=CC2=C(C=CC=C12)N